C(C)(C)(C)OC(=O)NC(C(=O)O)CC1=CC(=C(C=C1)OC(C)(C)C)I 2-((tert-Butoxycarbonyl)amino)-3-(4-(tert-butoxy)-3-iodophenyl)propionic acid